4-[(1-Cyclopentyl-4-oxo-4,5-dihydro-1H-pyrazolo[3,4-d]pyrimidin-6-yl)methoxy]-benzonitrile C1(CCCC1)N1N=CC2=C1N=C(NC2=O)COC2=CC=C(C#N)C=C2